N-(5-acetyl-2,3-dimethoxyphenyl)-N-(phenylsulfonyl)benzenesulfonamide ethyl-2-{[(1,2,3,5,6,7-hexahydro-s-indacen-4-yl)carbamoyl]oxy}-3-(3-methyl-1H-pyrazol-1-yl)propanoate C(C)OC(C(CN1N=C(C=C1)C)OC(NC1=C2CCCC2=CC=2CCCC12)=O)=O.C(C)(=O)C=1C=C(C(=C(C1)N(S(=O)(=O)C1=CC=CC=C1)S(=O)(=O)C1=CC=CC=C1)OC)OC